5-chloro-2,4-dihydroxybenzene-1-carboxaldehyde ClC=1C(=CC(=C(C1)C=O)O)O